1-(1,4-dioxaspiro[4.5]decan-8-ylmethyl)-3-methyl-7-(2,2,2-trifluoroethyl)-1H-purine-2,6(3H,7H)-dione O1CCOC12CCC(CC2)CN2C(N(C=1N=CN(C1C2=O)CC(F)(F)F)C)=O